(2R,4R)-N-((S)-1-((4-amidinobenzyl)amino)-1-oxopropan-2-yl)-4-(3-methoxyphenyl)pyrrolidine-2-carboxamide dihydrochloride Cl.Cl.C(N)(=N)C1=CC=C(CNC([C@H](C)NC(=O)[C@@H]2NC[C@H](C2)C2=CC(=CC=C2)OC)=O)C=C1